BrC1=C(C=C(C=2C1=NSN2)C=2SC=C(C2)CCCCCCCCCCCC)F 4-bromo-5-fluoro-7-(4-dodecyl-thiophen-2-yl)benzo[1,2,5]Thiadiazole